7-(((2-chloro-3-fluorophenyl)(cyclopropyl)methyl)amino)-2-methyl-N-((R,E)-4-(methylsulfonyl)but-3-en-2-yl)-2H-pyrazolo[4,3-c]pyridine-4-carboxamide ClC1=C(C=CC=C1F)C(C1CC1)NC=1C=2C(C(=NC1)C(=O)N[C@H](C)\C=C\S(=O)(=O)C)=CN(N2)C